NC1CC=2C(=C(C=3C=C(N=CC3C2)C2CC2)S(=O)(=O)NCC(C)(C)F)C1 7-amino-3-cyclopropyl-N-(2-fluoro-2-methyl-propyl)-7,8-dihydro-6H-cyclopenta[g]isoquinoline-5-sulfonamide